(S)-ethyl 8-(2-amino-6-((R)-1-(3,4-dimethyl-[1,1':3',1''-terphenyl]-4'-yl)-2,2,2-trifluoroethoxy)pyrimidin-4-yl)-2,8-diazaspiro[4.5]decane-3-carboxylate NC1=NC(=CC(=N1)N1CCC2(C[C@H](NC2)C(=O)OCC)CC1)O[C@@H](C(F)(F)F)C1=C(C=C(C=C1)C1=CC(=C(C=C1)C)C)C1=CC=CC=C1